(S)-N-((S)-1-cyclohexyl-2-((S)-4-(6-methoxy-1-methyl-1H-indole-2-carbonyl)-3-methylpiperazin-1-yl)-2-oxoeth-yl)-2-(methylamino)propanamide C1(CCCCC1)[C@@H](C(=O)N1C[C@@H](N(CC1)C(=O)C=1N(C2=CC(=CC=C2C1)OC)C)C)NC([C@H](C)NC)=O